6-Cyclopropyl-1-methyl-4-[4-methyl-4-(5-methyl-1,3-benzooxazol-2-yl)piperidin-1-yl]-2-oxo-1,2-dihydro-quinoline-3-carbonitrile C1(CC1)C=1C=C2C(=C(C(N(C2=CC1)C)=O)C#N)N1CCC(CC1)(C=1OC2=C(N1)C=C(C=C2)C)C